2-((2-methoxyphenyl)sulfonyl)ethanol methyl-(R)-4,5-bis(nitrooxy)valerate C[C@@H](C(=O)OCCS(=O)(=O)C1=C(C=CC=C1)OC)CC(CO[N+](=O)[O-])O[N+](=O)[O-]